ClC=1C=C(C=CC1)C1=NN=C(S1)NC1=CC=CC=C1 5-(3-chlorophenyl)-N-phenyl-1,3,4-thiadiazol-2-amine